N,N-bis[4-(4,4,5,5-tetramethyl-1,3,2-dioxaborolan-2-yl)phenyl]bicyclo[4.2.0]octa-1,3,5-trien-3-amine CC1(OB(OC1(C)C)C1=CC=C(C=C1)N(C=1C=C2CCC2=CC1)C1=CC=C(C=C1)B1OC(C(O1)(C)C)(C)C)C